FC(C1=CC=C(C=C1)N1N=NC(=C1COC1=CC=C(N=N1)N1CC2(COC2)CCC1)C)F 6-(6-((1-(4-(Difluoromethyl)phenyl)-4-methyl-1H-1,2,3-triazol-5-yl)methoxy)pyridazine-3-yl)-2-oxa-6-azaspiro[3.5]nonane